Lauryl phosphate potassium salt [K+].P(=O)(OCCCCCCCCCCCC)([O-])[O-].[K+]